FC1=CC=C(C=N1)C=1C=C2N(N1)C(N(C2)C2=CC=NS2)=O 2-(6-Fluoropyridin-3-yl)-5-(isothiazol-5-yl)-4,5-dihydro-6H-imidazo[1,5-b]pyrazol-6-one